(S)-4-(((S)-3-fluoro-2-methoxypropyl)(4-(5,6,7,8-tetrahydro-1,8-naphthyridin-2-yl)butyl)amino)-2-(1-(2-(trifluoromethyl)-1H-imidazol-1-yl)cyclopropane-1-carboxamido)butanoic acid FC[C@H](CN(CC[C@@H](C(=O)O)NC(=O)C1(CC1)N1C(=NC=C1)C(F)(F)F)CCCCC1=NC=2NCCCC2C=C1)OC